(-)-cis-6-(4-(5-chloro-1-cyclopropyl-1H-indol-3-yl)piperidine-1-carbonyl)hexahydro-2H-pyrido[4,3-b][1,4]oxazin-3(4H)-one ClC=1C=C2C(=CN(C2=CC1)C1CC1)C1CCN(CC1)C(=O)N1C[C@@H]2[C@@H](OCC(N2)=O)CC1